(S)-3-(4-(2-ethoxyvinyl)-2,6-difluorophenyl)piperidine-2,6-dione C(C)OC=CC1=CC(=C(C(=C1)F)[C@H]1C(NC(CC1)=O)=O)F